3-[1-methyl-6-[4-[[(6S,7R)-6-methyl-2-azaspiro[3.5]nonan-7-yl]oxy]-1-piperidyl]indazol-3-yl]piperidine-2,6-dione CN1N=C(C2=CC=C(C=C12)N1CCC(CC1)O[C@H]1[C@H](CC2(CNC2)CC1)C)C1C(NC(CC1)=O)=O